BrC1=CC=C(C=C1)C1C(C(OC2=CC=CC=C12)=O)S(=O)(=O)CC1=CC=CC=C1 (+)-4-(4-bromophenyl)-3-toluenesulfonyl-chroman-2-one